(10aR,10bR)-2,5,7,8,9,10,10a,10b-octahydrobenzo[e]azulene C1CCC2=CCC=C3[C@@H]([C@@H]12)CCCC3